(2S)-2-((2-((1-methoxy-3-methyl-1,3-dihydrobenzo[c][1,2]oxaborol-5-yl)amino)-5-(3-(pyridin-2-yl)-1,2,4-oxadiazol-5-yl)pyridin-4-yl)amino)-2-phenylethan-1-ol COB1OC(C2=C1C=CC(=C2)NC2=NC=C(C(=C2)N[C@H](CO)C2=CC=CC=C2)C2=NC(=NO2)C2=NC=CC=C2)C